1-[3-(2,6-dimethylpyridin-3-yl)propanoyl]-4-fluoro-N-{phenyl[4-(propan-2-yl)phenyl]methyl}pyrrolidine-2-carboxamide CC1=NC(=CC=C1CCC(=O)N1C(CC(C1)F)C(=O)NC(C1=CC=C(C=C1)C(C)C)C1=CC=CC=C1)C